4-(tert-butoxycarbonyl)thiomorpholine-2-carboxylic acid C(C)(C)(C)OC(=O)N1CC(SCC1)C(=O)O